ClCC(CC1(N([C@H]2C[C@H]2C1)C(=O)OC(C)(C)C)C(=O)OC)=C 2-(tert-butyl) 3-methyl (1S,5S)-3-(2-(chloromethyl)allyl)-2-azaBicyclo[3.1.0]hexane-2,3-dicarboxylate